COC(C1=C(C=C(C=C1)Br)I)=O 4-Bromo-2-iodobenzoic acid methyl ester